NC[C@@]1([C@@H]2CCN(C[C@H]12)C1=CN=C2C(=N1)NN=C2C2=C(C=C(C(=O)N)C=C2)Cl)C2=C(C=CC=C2)F 4-(6-((1S,6R,7R)-7-(aminomethyl)-7-(2-fluorophenyl)-3-azabicyclo[4.1.0]heptan-3-yl)-1H-pyrazolo[3,4-b]pyrazin-3-yl)-3-chlorobenzamide